COC(CCC1=CC=C(C=C1)NC(=CC(=O)OC)CCCCCCC)=O Methyl 3-((4-(3-methoxy-3-oxopropyl)phenyl)amino)dec-2-enoate